vinylidene azide C(=C)(N=[N+]=[N-])N=[N+]=[N-]